ClC1=CC2=C(N=N1)N(CCC2)C2CN(CCC2O)C(=O)OC(C)(C)C tert-butyl 3-(3-chloro-6,7-dihydropyrido[2,3-c]pyridazin-8(5H)-yl)-4-hydroxypiperidine-1-carboxylate